2,2-difluoro-2-(3-fluoro-4-isopropoxyphenyl)acetic acid FC(C(=O)O)(C1=CC(=C(C=C1)OC(C)C)F)F